FC(=C(C(C(C(C(C(F)(F)F)(F)F)(F)F)(F)F)(F)F)F)OC(=C(F)C(C(C(C(C(F)(F)F)(F)F)(F)F)(F)F)(F)F)F perfluoropentylvinylether